1,3-dihydroxymethyl-5-fluorouracil OCN1C(=O)N(C(=O)C(=C1)F)CO